N,N-dimethyl-8-morpholino-6-[(2E)-2-(m-tolylmethylene)hydrazino]imidazo[1,2-a]pyrazine-2-carboxamide CN(C(=O)C=1N=C2N(C=C(N=C2N2CCOCC2)N/N=C/C=2C=C(C=CC2)C)C1)C